O=C1NC(CCC1N1C(C2=CC=CC(=C2C1=O)NC(C1=CC(=CC=C1)CN1CCNCC1)=O)=O)=O N-[2-(2,6-dioxo-3-piperidyl)-1,3-dioxo-isoindolin-4-yl]-3-(piperazin-1-ylmethyl)benzamide